CCCCCCCCCCC=CCCCCCCCC methylnonadec-10-en